3-fluoro-5-(4,4,5,5-tetramethyl-1,3,2-dioxaborolan-2-yl)pyridine FC=1C=NC=C(C1)B1OC(C(O1)(C)C)(C)C